2-Methyl-2-hexenoic acid CC(C(=O)O)=CCCC